C(CCCC)C1C(CCCC1C(=O)O)(C(=O)O)CCCCC di-n-pentyl-cyclohexane-1,3-dicarboxylic acid